bis(trifluoromethanesulfonyl)aluminum FC(S(=O)(=O)[Al]S(=O)(=O)C(F)(F)F)(F)F